ethyl (5-bromo-3-nitropyridin-2-yl)glycinate BrC=1C=C(C(=NC1)NCC(=O)OCC)[N+](=O)[O-]